FC=1C=C(CNC(=O)C2=CC=C3C4=C(NC3=C2)C=NC=C4)C=CC1 N-(3-fluorobenzyl)-9H-pyrido[3,4-b]indole-7-carboxamide